FC=1C=2C(C(=NC1)N1CCC3(COC3)C1)=CN(N2)C=2C(NC(NC2)=O)=O 5-[7-fluoro-4-(2-oxa-7-azaspiro[3.4]oct-7-yl)pyrazolo[4,3-c]pyridin-2-yl]-1H-pyrimidine-2,4-dione